2'-methoxy-1,2,5,6-tetrahydro-3,4'-bipyridine COC1=NC=CC(=C1)C=1CNCCC1